tert-butyl 4-(((benzyloxy)carbonyl)amino)-4-methylpiperidine-1-carboxylate C(C1=CC=CC=C1)OC(=O)NC1(CCN(CC1)C(=O)OC(C)(C)C)C